6,7-difluoro-2,3-dihydrobenzo[b][1,4]dioxin FC1=CC2=C(OCCO2)C=C1F